NC(C(F)(F)F)(C(F)(F)F)O 2-Aminohexafluoropropan-2-ol